CN1N=C(C(=C1C)O)C1=CC(=CC=C1)C=1C=NC=CC1 1,5-Dimethyl-3-(3-(pyridin-3-yl)phenyl)-pyrazol-4-ol